COC=1C(=CC(=C(C1)N1CCC(CC1)CN1CCOCC1)C=1C=NN(C1)C)[N+](=O)[O-] ((1-(5-methoxy-2-(1-methyl-1H-pyrazol-4-yl)-4-nitrophenyl)piperidin-4-yl)methyl)morpholine